(1Z)-3-(2,4-dichloro-5-fluorophenyl)-2-(methoxycarbonyl)-3-oxoprop-1-ene ClC1=C(C=C(C(=C1)Cl)F)C(C(=C)C(=O)OC)=O